3-(1-oxo-4-((7-(((1R,2S,4R)-1,7,7-trimethylbicyclo[2.2.1]heptan-2-yl)amino)heptyl)thio)isoindolin-2-yl)piperidine-2,6-dione O=C1N(CC2=C(C=CC=C12)SCCCCCCCN[C@@H]1[C@@]2(CC[C@H](C1)C2(C)C)C)C2C(NC(CC2)=O)=O